tert-butyl ((1R,3S)-3-formylcyclohexyl)carbamate C(=O)[C@@H]1C[C@@H](CCC1)NC(OC(C)(C)C)=O